OC(=O)C(F)(F)F.CC1=NC(=NO1)C=1C=CC=2N(C1)C=C(N2)NC(=O)[C@@H]2CNCC2 (S)-N-(6-(5-methyl-1,2,4-oxadiazol-3-yl)imidazo[1,2-a]pyridin-2-yl)pyrrolidine-3-carboxamide TFA salt